COC(N[C@@H](CC\C=C\C(=O)N(C)C)C(NC=1C(N(C=CC1)CC1=CC2=NC=C(C(=C2N1)CC(C)C)Cl)=O)=O)=O Methyl-N-[(E,1S)-1-[[1-[(6-chloro-7-isobutyl-1H-pyrrolo[3,2-b]pyridin-2-yl)methyl]-2-oxo-3-pyridyl]carbamoyl]-6-(dimethylamino)-6-oxo-hex-4-enyl]carbamat